N-[[4-[5-Amino-4-cyano-1-[(1R*,2R*)-2-hydroxycyclopentyl]pyrazol-3-yl]phenyl]methyl]-2-methoxybenzamide NC1=C(C(=NN1[C@H]1[C@@H](CCC1)O)C1=CC=C(C=C1)CNC(C1=C(C=CC=C1)OC)=O)C#N |o1:6,7|